3-hydroxy-2,4-dimethoxy-10-methyl-9-acridone OC=1C(=CC=2C(C3=CC=CC=C3N(C2C1OC)C)=O)OC